OC=CCCOC1=CC=C(C=C1)CC=CC1=CC=CC=C1 1-[4-(4-Hydroxybut-3-enoxy)phenyl]-3-phenylprop-2-en